1-(4-(4-(2-methoxyethoxy)phenyl)piperazin-1-yl)-2-phenylethan-1-one COCCOC1=CC=C(C=C1)N1CCN(CC1)C(CC1=CC=CC=C1)=O